3-[5-Chloro-4-(trifluoromethyl)-pyridin-2-yl]-4-hydroxy-1-methylimidazolidin-2-on ClC=1C(=CC(=NC1)N1C(N(CC1O)C)=O)C(F)(F)F